N-(4-(7-acetyl-2,7-diazaspiro[3.5]nonan-2-yl)benzyl)-1-(6-((6-(trifluoromethyl)pyridin-3-yl)methoxy)pyridazin-3-yl)cyclopropane-1-carboxamide C(C)(=O)N1CCC2(CN(C2)C2=CC=C(CNC(=O)C3(CC3)C=3N=NC(=CC3)OCC=3C=NC(=CC3)C(F)(F)F)C=C2)CC1